C(C)(C)(C1=CC=CC=C1)C1=CC=C(C=C1)S(=O)(=O)OC1=C(C=CC=C1)NC(=O)NC1=CC=C(C=C1)OS(=O)(=O)C1=CC=C(C=C1)C(C)(C)C1=CC=CC=C1 N-[2-(p-cumylbenzenesulfonyloxy)phenyl]-N'-[4-(p-cumylbenzenesulfonyloxy)phenyl]urea